N-(2-(2,6-dioxo-piperidin-3-yl)-3-oxoisoindolin-5-yl)benzenesulfonamide O=C1NC(CCC1N1CC2=CC=C(C=C2C1=O)NS(=O)(=O)C1=CC=CC=C1)=O